C(C)(C)(C)OC(=O)N1CC(C[C@H](C1)N1C(OCCCC1)=O)(F)F (5R)-3,3-difluoro-5-(2-oxo-1,3-oxazepan-3-yl)piperidine-1-carboxylic acid tert-butyl ester